2-chloro-N-(4-acetamidophenyl)acetamide ClCC(=O)NC1=CC=C(C=C1)NC(C)=O